OC(CCCCCC(=O)O)CCCCCCCCCCCCCCCCCCCC 7-Hydroxy-heptacosanoic acid